(1R,3aR,7aR)-1-{(2R)-7-Fluoro-6-(fluoromethyl)-6-[(trimethylsilyl)oxy]heptan-2-yl}-7a-methyloctahydro-4H-inden-4-one FCC(CCC[C@@H](C)[C@H]1CC[C@H]2C(CCC[C@]12C)=O)(O[Si](C)(C)C)CF